(R)-1-(5-(2-(2,5-difluorophenyl)pyrrolidin-1-yl)pyrazolo[1,5-a]pyrimidin-3-yl)-1H-pyrazole-4-carboxamide FC1=C(C=C(C=C1)F)[C@@H]1N(CCC1)C1=NC=2N(C=C1)N=CC2N2N=CC(=C2)C(=O)N